S1C=CNC2=C1C=CC=C2 4H-1,4-benzothiazine